O1C=PC=C1 [1,3]-oxaphosphole